ClC1=NC(=CC(=N1)C#N)N1CCCCC1 2-chloro-6-(piperidin-1-yl)pyrimidine-4-carbonitrile